3-HYDROXYPYRAZINE-2-BORONIC ACID OC=1C(=NC=CN1)B(O)O